tert-butyl 2,3,4-trifluoro-6-(4,4,5,5-tetramethyl-1,3,2-dioxaborolan-2-yl)benzoate FC1=C(C(=O)OC(C)(C)C)C(=CC(=C1F)F)B1OC(C(O1)(C)C)(C)C